(2R)-1-({2'-ethoxy-5-[(2R)-4-[6-ethoxy-2-(trifluoromethyl)pyridine-3-carbonyl]-2-ethylpiperazin-1-yl]-[2,3'-bipyridin]-6-yl}oxy)propan-2-amine C(C)OC1=NC=CC=C1C1=NC(=C(C=C1)N1[C@@H](CN(CC1)C(=O)C=1C(=NC(=CC1)OCC)C(F)(F)F)CC)OC[C@@H](C)N